CC(C)(C)N1C(N(C=C1C1=CC=CC=C1)C(=O)O)=O 1,1-Dimethylethyl-2,3-dihydro-2-oxo-4-phenyl-1H-imidazole-1-carboxylic acid